[Ru](Cl)Cl.C(C1=CC=CC=C1)=C1C(C(CCC1)P(C1CCCCC1)C1CCCCC1)=C1N(C2=C(N1C1=C(C=C(C=C1C)C)C)C=CC=C2)C2=C(C=C(C=C2C)C)C benzylidene(1,3-dimesityl-2,3-dihydrobenzimidazol-2-ylidene)(tricyclohexylphosphine) ruthenium dichloride